O(C1=CC=CC=C1)CCNC(=O)N1C=NC2=C1C=CC(=C2)C(F)(F)F N-(2-Phenoxyethyl)-5-(trifluoromethyl)-1H-benzo[d]imidazole-1-carboxamide